O\N=C\C1=C(OC2(CCC2)C(=O)OCC)C=CC=C1 (E)-Ethyl 1-(2-((hydroxyimino)methyl)phenoxy)cyclobutanecarboxylate